phenyl-[1,1-biphenyl]-4,4'-diamine C1(=CC=CC=C1)C1=C(C=CC(=C1)N)C1=CC=C(C=C1)N